1-(9Z,12Z-heptadecadienoyl)-2-hexadecanoyl-glycero-3-phospho-(1'-sn-glycerol) CCCCCCCCCCCCCCCC(=O)O[C@H](COC(=O)CCCCCCC/C=C\C/C=C\CCCC)COP(=O)(O)OC[C@H](CO)O